5-chloro-N-((1r,4r)-4-((3-(1-ethyl-1H-benzo[d][1,2,3]triazol-5-yl)-2-oxo-2,3-dihydro-1H-benzo[d]imidazol-1-yl)methyl)cyclohexyl)-2-methylnicotinamide ClC=1C=NC(=C(C(=O)NC2CCC(CC2)CN2C(N(C3=C2C=CC=C3)C3=CC2=C(N(N=N2)CC)C=C3)=O)C1)C